N1(CCC1)C1=CC(=C2C=CC=NC2=C1)C1(CC1)NC(C1=C(C=CC(=C1)OC[C@H]1NCC1)C)=O (s)-N-(1-(7-(Azetidin-1-yl)quinolin-5-yl)cyclopropyl)-5-(azetidin-2-ylmethoxy)-2-methylbenzamide